(9H-fluoren-9-yl)methyl 4-(3-((tert-butoxycarbonyl)amino)cyclobutyl)piperazine-1-carboxylate C(C)(C)(C)OC(=O)NC1CC(C1)N1CCN(CC1)C(=O)OCC1C2=CC=CC=C2C=2C=CC=CC12